BrC=1C=C(C(NC1C(F)(F)F)=O)C(=O)NC1C2=CC=C(C=C2OC=2C=CC=C(C12)C)C 5-bromo-N-(1,6-dimethyl-9H-xanthen-9-yl)-2-oxo-6-(trifluoromethyl)-1,2-dihydropyridine-3-carboxamide